(R)-4-(4-methoxypyrazolo[1,5-a]pyridin-2-yl)-5-(5-(trifluoromethyl)pyridin-2-yl)-4,5,6,7-tetrahydro-1H-imidazo[4,5-c]pyridine COC=1C=2N(C=CC1)N=C(C2)[C@@H]2N(CCC1=C2N=CN1)C1=NC=C(C=C1)C(F)(F)F